ClCC(=O)N1C2=C(OC[C@@H]1C)N=C(C(=C2)CC2=CC=C(C=C2)F)C(=O)N[C@H]2COCC2 (S)-1-(2-chloroacetyl)-7-(4-fluorobenzyl)-2-methyl-N-((R)-tetrahydrofuran-3-yl)-2,3-dihydro-1H-pyrido[2,3-b][1,4]oxazine-6-carboxamide